4-chloro-1-(3-cyanopropyl)-N-(3-methyl-5-(phenylethynyl)pyridin-2-yl)-1H-pyrazole-5-carboxamide ClC=1C=NN(C1C(=O)NC1=NC=C(C=C1C)C#CC1=CC=CC=C1)CCCC#N